2-(6-(((1S,2S,3R,5R)-2-fluoro-1,5,9-trimethyl-9-azabicyclo[3.3.1]nonan-3-yl)(methyl)amino)pyridazin-3-yl)-5-(1H-imidazol-1-yl)phenol F[C@@H]1[C@@]2(CCC[C@](C[C@H]1N(C1=CC=C(N=N1)C1=C(C=C(C=C1)N1C=NC=C1)O)C)(N2C)C)C